FC(C(C(F)(F)F)(O)C1=CC=C(C=C1)C1=CC=C(C=C1)CN1[C@H](CN(CC1)CC1=CC=NC=C1)CC(=O)NC(C)C)(F)F (S)-2-(1-((4'-(1,1,1,3,3,3-hexafluoro-2-hydroxypropan-2-yl)-[1,1'-biphenyl]-4-yl)methyl)-4-(pyridin-4-ylmethyl)piperazin-2-yl)-N-isopropylacetamide